CC([C]1[CH][CH][CH][C]1P(C2=CC=CC=C2)C3=CC=CC=C3)N(C)C.[CH]1[CH][CH][CH][CH]1.[Fe] N,N-dimethyl-1-(2-diphenylphosphino)ferrocenylethylamine